CC(C)(C)C#C/C=C/C[NH+](C)CC1=CC=CC2=CC=CC=C21 The molecule is an organic cation that is the conjugate acid of terbinafine, obtained by protonation of the amino group; major species at pH 7.3. It is an organic cation and an ammonium ion derivative. It is a conjugate acid of a terbinafine.